4,5-dihydro-1H-pyrrole N1C=CCC1